F[P-](F)(F)(F)(F)F.[Ir+3].F[P-](F)(F)(F)(F)F.F[P-](F)(F)(F)(F)F iridium (III) hexafluorophosphate salt